C1(=CC=CC=C1)C=1N=C(SC1)SCC(=O)O 2-[(4-phenyl-1,3-thiazol-2-yl)sulfanyl]acetic acid